CN1C(OC2=C1C=CC(=C2)C2NCCCC2)=O 3-methyl-6-(2-piperidinyl)-1,3-benzoxazol-2-one